tetrapropyldithiopyrophosphate C(CC)OP(OCCC)(=S)OP(=S)(OCCC)OCCC